3-((tetrahydro-2H-pyran-4-yl)ammonio)pyrrolidin-1-ium dichloride [Cl-].[Cl-].O1CCC(CC1)[NH2+]C1C[NH2+]CC1